[Cl-].C1(=CC=CC=C1)C(C(=O)OC1CC2CCC(C1)[N+]21CCCC1)(OC(=O)OCCCCCCCCCCCCCC)C1=CC=CC=C1 3-(2,2-diphenyl-2-(((tetradecyloxy)carbonyl)oxy)acetoxy)spiro[bicyclo[3.2.1]octane-8,1'-pyrrolidin]-8-ium chloride